6-methoxy-5-(7-methyl-2,7-diazaspiro[3.5]non-2-yl)quinazolin-4-amine COC=1C(=C2C(=NC=NC2=CC1)N)N1CC2(C1)CCN(CC2)C